tert-butyl 5-(2-amino-2-oxoethyl)-3-chloro-1H-pyrrolo[2,3-b]pyridine-1-carboxylate NC(CC=1C=C2C(=NC1)N(C=C2Cl)C(=O)OC(C)(C)C)=O